2,6-Bis{[(4-ferrocenylphenyl)imino]-4-ethoxybenzyl}pyridine [C-]1(C=CC=C1)C1=CC=C(C=C1)N=C(C1=CC=C(C=C1)OCC)C1=NC(=CC=C1)C(C1=CC=C(C=C1)OCC)=NC1=CC=C(C=C1)[C-]1C=CC=C1.[CH-]1C=CC=C1.[Fe+2].[CH-]1C=CC=C1.[Fe+2]